1-(3-(2-(4-chloro-2-fluorophenoxy)ethoxy)phenyl)-2-methyl-1H-imidazole ClC1=CC(=C(OCCOC=2C=C(C=CC2)N2C(=NC=C2)C)C=C1)F